C1(=CC=CC=C1)CCC[AlH2] phenyln-propylaluminum hydride